S1SC1=O dithioketone